5-methoxy-2,6-dimethyl-4-(3-methyl-2H-1-benzopyran-4-yl)-3(2H)-pyridazinone COC1=C(C(N(N=C1C)C)=O)C1=C(COC2=C1C=CC=C2)C